stearyl-3,5-di-t-butyl-4-hydroxybenzyl phosphate P(=O)(OC(C1=CC(=C(C(=C1)C(C)(C)C)O)C(C)(C)C)CCCCCCCCCCCCCCCCCC)([O-])[O-]